FC1(C(NC2=CC=CC=C12)=O)C1=CC=CC=C1 3-fluoro-3-phenylindolin-2-one